COC1=CC=C(C=C1)CN(C1=NN(C2=NC=C(C=C21)[N+](=O)[O-])CC2=CC=C(C=C2)OC)CC2=CC=C(C=C2)OC N,N,1-tris[(4-methoxyphenyl)methyl]-5-nitro-pyrazolo[3,4-b]pyridin-3-amine